ethyl 2'-[(6-methylpyridin-3-yl)methyl]-8'-(trifluoromethyl)-2',5'-dihydrospiro[cyclopropane-1,4'-furo[2,3-g]indazole]-7'-carboxylate CC1=CC=C(C=N1)CN1N=C2C3=C(CC4(C2=C1)CC4)OC(=C3C(F)(F)F)C(=O)OCC